5-(3-(3,3-difluorocyclobutyl)-1,2,4-oxadiazol-5-yl)-2-methylaniline FC1(CC(C1)C1=NOC(=N1)C=1C=CC(=C(N)C1)C)F